C(C)(C)NC1=NC(=NC(=N1)NC=1C=NC(=NC1)C)C1=CC=CC=C1 N2-isopropyl-N4-(2-methylpyrimidin-5-yl)-6-phenyl-1,3,5-triazine-2,4-diamine